4-(2-bromo-4-chloro-6-methylphenoxy)piperidine-1-carboxylic acid tert-butyl ester C(C)(C)(C)OC(=O)N1CCC(CC1)OC1=C(C=C(C=C1C)Cl)Br